C(C1=CC=CC=C1)C=1C=C2C=CC(=NC2=CC1)N 6-benzyl-quinolin-2-amine